(-)-1-(3-amino-4-fluorophenyl)-1-(4-cyanophenyl)-3-cyclopropylpropyl-2-methylpropane-2-sulfinamide NC=1C=C(C=CC1F)C(CCC1CC1)(C1=CC=C(C=C1)C#N)CC(C)(S(=O)N)C